ClC=1C(=CC=2C(=NON2)C1)C1=CC=C(C=C1)NC(C1=C(C=CC=C1)F)=O N-(4-(6-chlorobenzo[c][1,2,5]oxadiazol-5-yl)phenyl)-2-fluorobenzamide